(R)-2,2,5,5-Tetramethyl-[1,3]dioxane-4-carboxylic acid ((R)-amino-propyl)-amide NCCCNC(=O)[C@@H]1OC(OCC1(C)C)(C)C